1-cyclohexylpyrazolo[3,4-d]pyrimidin-4-amine C1(CCCCC1)N1N=CC=2C1=NC=NC2N